C1(=CC=CC=C1)OC(C1=C(C=CC(=C1)S(F)(F)(F)(F)F)OC)=O phenyl-2-methoxy-5-(pentafluoro-λ6-sulfaneyl)benzoate